C(C1=CC=CC=C1)OC1=C(OC=CC1=C=O)C(=O)NC1(CCC1)C=C 3-(benzyloxy)-4-carbonyl-N-(1-vinylcyclobutyl)-4H-pyran-2-carboxamide